O=C1NC(CCC1N1C(N(C2=C1C=CC(=C2)C#CC=2C=NC(=NC2)N2CC1(CCN1C(=O)OC(C)(C)C)C2)C)=O)=O Tert-butyl 6-(5-((1-(2,6-dioxopiperidin-3-yl)-3-methyl-2-oxo-2,3-dihydro-1H-benzo[d]imidazol-5-yl)ethynyl)pyrimidin-2-yl)-1,6-diazaspiro[3.3]heptane-1-carboxylate